FC1=C(C=CC(=C1)F)C1(CC1)C(/C=C/[C@H]1CC[C@H]2[C@@H]1CCC1=C(O2)C=C(C=C1)C(=O)O)O (1R,3aS,10aR)-1-{(1E,3ξ)-3-[1-(2,4-difluorophenyl)cyclopropyl]-3-hydroxy-1-propen-1-yl}-2,3,3a,9,10,10a-hexahydro-1H-benzo[b]cyclopenta[f]oxepin-6-carboxylic acid